O=C1NC(CCC1N1C(N(C2=C1C=CC=C2CN2CCOC1(C2)CCN(CC1)C(=O)OC(C)(C)C)C)=O)=O Tert-butyl 4-((1-(2,6-dioxopiperidin-3-yl)-3-methyl-2-oxo-2,3-dihydro-1H-benzo[d]imidazol-4-yl)methyl)-1-oxa-4,9-diazaspiro[5.5]undecane-9-carboxylate